Tert-butyl (3-(trifluoromethyl)-5-((2,4,6-triisopropylphenyl)sulfonamido)-phenyl)carbamate FC(C=1C=C(C=C(C1)NS(=O)(=O)C1=C(C=C(C=C1C(C)C)C(C)C)C(C)C)NC(OC(C)(C)C)=O)(F)F